2-[4-(1,2,3,6-tetrahydropyridin-4-yl)-6-(4-hydroxy-piperidin-1-yl)-pyrimidin-2-ylamino]-4-methylthiazole-5-carboxylic acid ethyl ester C(C)OC(=O)C1=C(N=C(S1)NC1=NC(=CC(=N1)C=1CCNCC1)N1CCC(CC1)O)C